C(C)(C)(C)OC(=O)N(CCC1CN(C(O1)=O)C1=NC2=C(OCC(N2)=O)N=C1)CC1CC2=C(C=C(C=C2C1)OCC(=O)O)F 2-[2-[[tert-Butoxycarbonyl-[2-[2-oxo-3-(3-oxo-4H-pyrazino[2,3-b][1,4]oxazin-6-yl)oxazolidin-5-yl]ethyl]amino]methyl]-7-fluoro-indan-5-yl]oxyacetic acid